diurethane methacrylate C(C(=C)C)(=O)O.NC(=O)OCC.NC(=O)OCC